tert-butyl-4-(tert-butoxycarbonylamino)-2-chloro-6-cyclopentylnicotinic acid C(C)(C)(C)C=1C(=NC(=C(C(=O)O)C1NC(=O)OC(C)(C)C)Cl)C1CCCC1